[C@@H]1([C@@H](O)[C@H](O)[C@H](O)[C@@H](O1)C)OC(CNCCN(CC(=O)NCC(=O)ON1C(CCC1=O)=O)CCNCC(O[C@H]1[C@@H](O)[C@H](O)[C@H](O)[C@@H](O1)C)=O)=O 2,5-dioxopyrrolidin-1-yl 2-{2-[bis({[2-(α-L-fucopyranosyloxy)-2-oxoethyl]amino}ethyl)amino]acetamido}acetate